Cl.FC=1C(=NC=CC1)C[C@H](N)C1=NC=CC=C1N1N=CC2=CC(=CC=C12)OC (S)-2-(3-fluoropyridine-2-yl)-1-[3-(5-methoxy-1H-indazole-1-yl)-pyridine-2-yl]ethan-1-amine hydrochloride